1-(2-nitrophenyl)-4-[(oxolan-3-yl)methyl]piperazine [N+](=O)([O-])C1=C(C=CC=C1)N1CCN(CC1)CC1COCC1